4-iodo-N-(1'-methylspiro[cyclopropane-1,3'-indolin]-5'-yl)-2-(6-azaspiro[2.5]octan-6-yl)benzamide IC1=CC(=C(C(=O)NC=2C=C3C4(CN(C3=CC2)C)CC4)C=C1)N1CCC4(CC4)CC1